5-(2-(2,6-Dichloropyridin-4-yl)phenyl)-4-methyl-4H-1,2,4-triazole-3-thiol ClC1=NC(=CC(=C1)C1=C(C=CC=C1)C=1N(C(=NN1)S)C)Cl